CNC1CCC(CC1)CO (4-(methylamino)cyclohexyl)methanol